6-(4-isopropyl-3-(5-(6-(tetrahydro-2H-pyran-4-yl)-2,6-diazaspiro[3.3]hept-2-yl)pyridin-2-yl)-1H-pyrazol-5-yl)-8-methoxy-[1,2,4]triazolo[1,5-a]pyridine C(C)(C)C=1C(=NNC1C=1C=C(C=2N(C1)N=CN2)OC)C2=NC=C(C=C2)N2CC1(C2)CN(C1)C1CCOCC1